BrC1=CC(=C(S1)C(=O)NC=1C=C(C=2N(C1)C=C(N2)C)F)F 5-bromo-3-fluoro-N-[8-fluoro-2-methylimidazo[1,2-a]pyridin-6-yl]thiophene-2-carboxamide